tert-butyl (3S,6S,8aS)-5-oxo-6-(4-phenoxybenzamido)octahydroindolizine-3-carboxylate O=C1N2[C@@H](CC[C@@H]2CC[C@@H]1NC(C1=CC=C(C=C1)OC1=CC=CC=C1)=O)C(=O)OC(C)(C)C